(S)-2-(pyridin-2-yloxy)-3-(tritylthio)propan-1-ol N1=C(C=CC=C1)O[C@@H](CO)CSC(C1=CC=CC=C1)(C1=CC=CC=C1)C1=CC=CC=C1